C(C)(=O)C1=NN(C2=CC=C(C=C12)C=1C=NC(=NC1)C)CC(=O)N1[C@@H](C[C@H](C1)F)C(=O)N[C@H](C)C(=C(C)C)F (2S,4R)-1-(2-(3-acetyl-5-(2-methylpyrimidin-5-yl)-1H-indazol-1-yl)acetyl)-4-fluoro-N-((R)-3-fluoro-4-methylpent-3-en-2-yl)pyrrolidine-2-carboxamide